OC=1C=C(C(C(=O)O)O)C=CC1O.NC1=CC(=C(C=C1)C(=O)N1CCC(CC1)O)F (4-amino-2-fluorophenyl)(4-hydroxypiperidin-1-yl)methanone 3,4-DIHYDROXYMANDELATE